C(C)(=O)OC[C@H]1O[C@@]([C@@H]2OC(O[C@@H]21)(C)C)(C#N)C2=CC=C1C(=NC=NN12)NC([C@H](C(C)C)NC(=O)OC(C)(C)C)=O ((3aR,4R,6R,6aR)-6-(4-((S)-2-((tert-butoxycarbonyl)amino)-3-methylbutanamido)pyrrolo[2,1-f][1,2,4]triazin-7-yl)-6-cyano-2,2-dimethyltetrahydrofuro[3,4-d][1,3]dioxol-4-yl)methyl acetate